C(C)(C)(C)OC(=O)N1C=C(C=2C1=NC=C(C2)C(F)F)B2OC(C(O2)(C)C)(C)C 5-(difluoromethyl)-3-(4,4,5,5-tetramethyl-1,3,2-dioxaborolan-2-yl)-1H-pyrrolo[2,3-b]pyridine-1-carboxylic acid tert-butyl ester